5-(2,2-dimethyl-propoxy)-4-methoxy-pyridine-2-carboxylic acid methyl ester COC(=O)C1=NC=C(C(=C1)OC)OCC(C)(C)C